CN1C2=C(C3=C1C(N(N=C3)CC3=CN(C1=CN=CC=C13)C(=O)OC(C)(C)C)=O)CCNC2 tert-butyl 3-((5-methyl-4-oxo-4,5,6,7,8,9-hexahydro-3H-pyrido[4',3':4,5]pyrrolo[2,3-d]pyridazin-3-yl) methyl)-1H-pyrrolo[2,3-c]pyridine-1-carboxylate